NC=1C(=NN2C1C=CC=C2)C(=O)O 3-aminopyrazolo[1,5-a]pyridin-2-carboxylic acid